5-dimethyldodecanoic acid CCCCCCCC(C)(C)CCCC(=O)O